FC1=C2C(NC(=NC2=CC(=C1F)N[C@@H]1CC[C@H](CC1)N1CCN(CC1)C)CSC1CCOCC1)=O 5,6-Difluoro-7-(((trans)-4-(4-methylpiperazin-1-yl)cyclohexyl)amino)-2-(((tetrahydro-2H-pyran-4-yl)thio)methyl)quinazolin-4(3H)-one